[Br-].C1(=C(C=CC=C1)CN1C=[N+](C2=C1C=C(C(=C2)OCCOCCOCCOC)OCCOCCOCCOC)CC2=CC=C(C=C2)N=[N+]=[N-])CN2C=[N+](C1=C2C=C(C(=C1)OCCOCCOCCOC)OCCOCCOCCOC)CC1=CC=C(C=C1)N=[N+]=[N-].[Br-] 1,1'-(1,2-phenylenebis(methylene))bis(3-(4-azidobenzyl)-5,6-bis(2-(2-(2-methoxyethoxy)ethoxy)ethoxy)-1H-benzo[d]imidazol-3-ium) bromide